CC=1C=C(C(=O)N2CC3=CC(=CC=C3CC2)[C@H](CC(=O)OC)C2=C(C3=C(N(N=N3)CC)C=C2)C)C=CC1C methyl (3S)-3-[2-(3,4-dimethylbenzoyl)-3,4-dihydro-1H-isoquinolin-7-yl]-3-(1-ethyl-4-methyl-benzotriazol-5-yl)propanoate